C(C)C(C/C(/C(=O)[O-])=C/C(=O)[O-])CCCC.C(C)C(C/C(/C(=O)[O-])=C/C(=O)[O-])CCCC.C(CCCCCCC)[Sn+4]CCCCCCCC di-n-octyltin bis(2-ethylhexylmaleate)